BrC=1C=C(C=NC1)O[C@H](CC\C=N\[S@](=O)C(C)(C)C)C (R)-N-((S,E)-4-((5-bromopyridin-3-yl)oxy)pentylidene)-2-methylpropane-2-sulfinamide